2,2-bis(4-methacryloyloxydipropoxyphenyl)propane C(C(=C)C)(=O)OC1=C(C(=C(C=C1)C(C)(C)C1=C(C(=C(C=C1)OC(C(=C)C)=O)OCCC)OCCC)OCCC)OCCC